1-methyl-4-((3-(5-(4-((5-methyl-1H-pyrazol-3-yl)amino)quinazolin-2-yl)pyridin-2-yl)-3,6-diazabicyclo[3.1.1]heptan-6-yl)methyl)pyridin-2(1H)-one CN1C(C=C(C=C1)CN1C2CN(CC1C2)C2=NC=C(C=C2)C2=NC1=CC=CC=C1C(=N2)NC2=NNC(=C2)C)=O